bis(2,5-dioxopyrrolidine-1-yl) carbonate C(ON1C(CCC1=O)=O)(ON1C(CCC1=O)=O)=O